CC1=C(C=CC(=C1C=1N=NN(C1)C)NCC1=CC=C(C=C1)C(F)(F)F)S(=O)(=O)N methyl-3-(1-methyltriazol-4-yl)-4-[[4-(trifluoromethyl)phenyl]methylamino]benzenesulfonamide